1-bromo-3,3,4,4,4-pentafluoro-2-butanone BrCC(C(C(F)(F)F)(F)F)=O